N[C@H](C(=O)O)CC1=CC(=C(C=C1)OC)F (2S)-2-amino-3-(4-methoxy-3-fluorophenyl)propanoic acid